IC1CCC2=C(NC1=O)N=CC=N2 7-iodo-5H,7H,8H,9H-pyrazino[2,3-b]azepin-6-one